diphenyl-N'-methyl-6-chloro-[1,3,5]Triazine-2,4-diamine C1(=CC=CC=C1)N(C1=NC(=NC(=N1)NC)Cl)C1=CC=CC=C1